5-(tetrahydro-2H-pyran-4-yl)isoxazol O1CCC(CC1)C1=CC=NO1